Cl.N1C(CCC1)CC=1C(=C(C(=O)O)C=CC1)O.C(C)C=1C(NC=2C=C(C=NC2C1)CN1CCN(CC1)C1=C(C=C(C(=O)NCC2(CC2)O)C=C1)F)=O 4-(4-((7-ethyl-6-oxo-5,6-dihydro-1,5-naphthyridin-3-yl)methyl)piperazin-1-yl)-3-fluoro-N-((1-hydroxycyclopropyl)methyl)benzamide (pyrrolidin-2-yl)methyl-Hydroxybenzoate Hydrochloride